C(\C=C\C1=CC(OC)=C(O)C=C1)(=O)C(O)[C@H](N)[C@H](O)[C@H](O)CCCCCCCCCCCCCC feruloyl-phytosphingosine